2-(pyridin-3-yl)-1,3-benzoxazol-6-ol N1=CC(=CC=C1)C=1OC2=C(N1)C=CC(=C2)O